Cl.Cl.C(C(C)C)[C@H]1[C@@H](C[C@H]2N(CCC3=CC(=C(C=C23)OC)OC)C1)OC([C@H](C(C)C)N)=O (S)-(2R,3R,11bR)-3-isobutyl-9,10-dimethoxy-2,3,4,6,7,11b-hexahydro-1H-pyrido[2,1-a]isoquinolin-2-yl-2-amino-3-methylbutanoate dihydrochloride